ethyl 1-(2-(4-(tert-butoxycarbonyl)piperazin-1-yl)ethyl)-6-chloro-3-(3-((6-fluoronaphthalen-1-yl)oxy)propyl)-7-(5-(methoxymethyl)-1,3-dimethyl-1H-pyrazol-4-yl)-1H-indole-2-carboxylate C(C)(C)(C)OC(=O)N1CCN(CC1)CCN1C(=C(C2=CC=C(C(=C12)C=1C(=NN(C1COC)C)C)Cl)CCCOC1=CC=CC2=CC(=CC=C12)F)C(=O)OCC